2-((2S)-2-(1-cyclopropyl-1H-pyrazol-4-yl)-4-morpholinyl)-7-methylpyrido[2,3-d]pyrimidine C1(CC1)N1N=CC(=C1)[C@H]1CN(CCO1)C=1N=CC2=C(N1)N=C(C=C2)C